N1CCC(CCC1)C(=O)N 4-azepanecarboxamide